C1(CCCCC1)COC=1C=C(C=NC1)C1(CCOCC1)C(=O)N[C@@H](C)C1=CC=C(C(=O)O)C=C1 4-[(1S)-1-[[4-[5-(Cyclohexylmethoxy)-3-pyridyl]tetrahydropyran-4-carbonyl]amino]ethyl]benzoic acid